C[C@H]1CN(CC[C@H]1C1=CC(=C(C=C1)C)C(F)(F)F)C(=O)C1CC2(C1)NC(OC2)=O |r| (rac)-(2s,4S)-2-((3R,4R)-3-methyl-4-(4-methyl-3-(trifluoromethyl)benzeneYl)piperidine-1-carbonyl)-7-oxa-5-azaspiro[3.4]Octane-6-one